C(CC(C)C)C(CCCCCCCCC)O isopentyl-decanol